BrC1=CC=C(C=C1)S(=O)(=O)C=1CC(OC1C1=CC=CC=C1)CSC 4-(4-bromophenyl)sulfonyl-2-((methylthio)methyl)-5-phenyl-2,3-dihydrofuran